2,3,4-trimethylmorpholine CC1C(N(CCO1)C)C